5-chloro-1-(3-chloro-10,11-dihydro-5H-dibenzo[b,f]azepin-5-yl)pentan-1-one ClCCCCC(=O)N1C2=C(CCC3=C1C=CC=C3)C=CC(=C2)Cl